FC(C(=O)O)(F)F.NCCC1=CC=C(C=C1)NC(=O)C1=C(C=C(C(=C1)OC)OC)NC(=O)C=1OC2=CC=C(C=C2C(C1)=O)CC N-(2-((4-(2-Aminoethyl)phenyl)carbamoyl)-4,5-dimethoxyphenyl)-6-ethyl-4-oxo-4H-chromene-2-carboxamide trifluoroacetate